3-(dimethylsulfamoyl)-4-methylbenzoic acid CN(S(=O)(=O)C=1C=C(C(=O)O)C=CC1C)C